1-((4-fluorophenyl)carbamoyl)-cyclopropane-1-carboxylic acid FC1=CC=C(C=C1)NC(=O)C1(CC1)C(=O)O